3-(6-cyclopentyl-2-methylpyrimidin-4-yl)oxy-4-(4-iodopyrazol-1-yl)benzonitrile C1(CCCC1)C1=CC(=NC(=N1)C)OC=1C=C(C#N)C=CC1N1N=CC(=C1)I